8-(2-hydroxypropan-2-yl)thieno[3',2':4,5]pyrrolo[1,2-d][1,2,4]triazin-5(6H)-one OC(C)(C)C1=NNC(C=2N1C1=C(C2)C=CS1)=O